Br\C(\C(=O)O)=C\C(=O)NCCCC(=O)OC(C)(C)C (E)-2-bromo-4-((4-(tert-butoxy)-4-oxobutyl)amino)-4-oxobut-2-enoic acid